nitrogen deazaguanine C1C(N)=NC=2N=CNC2C1=O.[N]